4,6-Dichloro-N-(3-fluorophenyl)-1,3,5-triazin-2-amine ClC1=NC(=NC(=N1)Cl)NC1=CC(=CC=C1)F